ClC1=CC=C(C=C1)C1OC(=C(C1=O)OS(=O)(=O)CC=1C=NC=CC1)N 2-(4-chlorophenyl)-4-[[3-pyridylmethylsulfonyl]oxy]-5-amino-3(2H)-furanone